1-(5-Aminopyridin-2-yl)-2-(4-chlorophenyl)-2,2-difluoroethan-1-one NC=1C=CC(=NC1)C(C(F)(F)C1=CC=C(C=C1)Cl)=O